Dibenzyl (5-(1-(2-amino-2-oxoethyl)piperidin-4-yl)-2-(7,8-dimethyl-[1,2,4]triazolo[1,5-a]pyridin-6-yl)-3-isopropyl-1H-indol-1-yl)phosphonate NC(CN1CCC(CC1)C=1C=C2C(=C(N(C2=CC1)P(OCC1=CC=CC=C1)(OCC1=CC=CC=C1)=O)C=1C(=C(C=2N(C1)N=CN2)C)C)C(C)C)=O